NC(C(=O)NC1=CC=C(C=C1)F)CCC(F)(F)F 2-amino-5,5,5-trifluoro-N-(4-fluorophenyl)pentanamide